2-(4-bromophenyl)-1-(2-methoxybenzyl)-1H-imidazole BrC1=CC=C(C=C1)C=1N(C=CN1)CC1=C(C=CC=C1)OC